N-(1-(2-(1-benzyl-2,5-dimethyl-1H-pyrrol-3-yl)-2-oxoethyl)-6-oxo-1,6-dihydropyridin-3-yl)acetamide C(C1=CC=CC=C1)N1C(=C(C=C1C)C(CN1C=C(C=CC1=O)NC(C)=O)=O)C